tert-butyl 4-[3-(benzhydrylideneamino)-4-chloro-1-tetrahydropyran-2-yl-indazol-6-yl]piperazine-1-carboxylate C(C1=CC=CC=C1)(C1=CC=CC=C1)=NC1=NN(C2=CC(=CC(=C12)Cl)N1CCN(CC1)C(=O)OC(C)(C)C)C1OCCCC1